4-benzyl 1-(3,5-dinitrobenzyl) L-aspartate N[C@@H](CC(=O)OCC1=CC=CC=C1)C(=O)OCC1=CC(=CC(=C1)[N+](=O)[O-])[N+](=O)[O-]